NCC1(CC1)C(=O)N1CC=2CN(CC2C1)S(=O)(=O)C=1C=CC2=C(C=CO2)C1 (1-(aminomethyl)cyclopropyl)(5-(benzofuran-5-ylsulfonyl)-3,4,5,6-tetrahydropyrrolo[3,4-c]pyrrol-2(1H)-yl)methanone